6-bromo-8,8-dimethyl-3-phenyl-9,10-dihydro-2H,8H-pyrano[2,3-f]chromen-2-one BrC=1C=C2C(=C3CCC(OC13)(C)C)OC(C(=C2)C2=CC=CC=C2)=O